FC1=CC=C(C=C1)S(=O)(=O)NCCCCCN1C=CC2=C1N=CN=C2C2=CC=CC=C2 4-fluoro-N-(5-(4-phenyl-pyrrolo[2,3-d]pyrimidin-7-yl)pentyl)benzenesulfonamide